[N-](S(=O)(=O)C(F)(F)F)S(=O)(=O)C(F)(F)F.CN1C=NC=C1 1-methylimidazole bistrifluoromethanesulfonimide salt